6-[1-(2,2-difluoroethyl)-1H-pyrazolo[3,4-b]pyrazin-6-yl]-2-[6-(trifluoromethyl)pyridin-3-yl]-2,6-diazaspiro[3.5]nonan-5-one FC(CN1N=CC=2C1=NC(=CN2)N2C(C1(CN(C1)C=1C=NC(=CC1)C(F)(F)F)CCC2)=O)F